C(C1=CC=CC=C1)(=O)O[C@H]1C[C@@H](O[C@@H]1CO)N1C=NC=2C(N(C(C3=CC=CC=C3)=O)C(C3=CC=CC=C3)=O)=NC=NC12 3'-O,N6,N6-tribenzoyl-2'-deoxyadenosine